3-(benzylsulfanyl)-5-methyl-1,2-oxazole C(C1=CC=CC=C1)SC1=NOC(=C1)C